C1(=CC=CC=C1)C1(CCNCC1)C(=O)O 4-phenyl-4-piperidinecarboxylic acid